C(C=C)C(CN)(CN)CC=C 2,2-diallyl-propane-1,3-diamine